ClC1=CC2=C(N=N1)N=NN2[C@H](C)C2=C(C=C(C=C2)Cl)Cl (R)-6-chloro-1-(1-(2,4-dichlorophenyl)ethyl)-1H-[1,2,3]triazolo[4,5-C]pyridazine